CC1(OB(OC1(C)C)C1(CCNCC1)C(=O)OC(C)(C)C)C tert-butyl 4-(4,4,5,5-tetramethyl-1,3,2-dioxaborolan-2-yl)-5,6-dihydropyridine-4(2H)-carboxylate